2-(3,5-Dichloro-4-((1-oxo-2-(pyridin-4-yl)-1,2,3,4-tetrahydroisoquinolin-6-yl)oxy)phenyl)-3,5-dioxo-2,3,4,5-tetrahydro-1,2,4-triazine-6-carbonitrile ClC=1C=C(C=C(C1OC=1C=C2CCN(C(C2=CC1)=O)C1=CC=NC=C1)Cl)N1N=C(C(NC1=O)=O)C#N